7-chloro-4-(2-ethyl-1,2,3-triazol-4-yl)-1-{[2-(trimethylsilyl)ethoxy]methyl}indazole ClC=1C=CC(=C2C=NN(C12)COCC[Si](C)(C)C)C1=NN(N=C1)CC